COC=1C(=NC(=NC1)C)N1CCOCC1 4-(5-methoxy-2-methyl-4-pyrimidinyl)morpholine